C(C1=CC=CC=C1)OC(=O)N[C@@H](C(C)C)C(=O)N[C@@H](C)C(=O)N[C@@H](CCN(C(CO)=O)[C@H](C(C)(C)C)C=1N(C=C(C1)C1=C(C=CC(=C1)F)F)CC1=CC=CC=C1)C(=O)O N-[(Benzyloxy)carbonyl]-L-valyl-N-{(1S)-3-[{(1R)-1-[1-benzyl-4-(2,5-difluorophenyl)-1H-pyrrole-2-yl]-2,2-dimethylpropyl}(glycoloyl)amino]-1-carboxypropyl}-L-alanineamide